2,3-dimethyl-cyclopentyl-trimethoxysilane CC1C(CCC1C)[Si](OC)(OC)OC